Racemic-N-(6-amino-5-ethyl-3-pyridyl)-2-oxo-2-[(2R,5S)-5-methyl-2-[2-(1,5,5-trimethyl-3-piperidyl)-1,3-benzothiazol-5-yl]-1-piperidyl]acetamide NC1=C(C=C(C=N1)NC(C(N1[C@H](CC[C@@H](C1)C)C=1C=CC2=C(N=C(S2)[C@H]2CN(CC(C2)(C)C)C)C1)=O)=O)CC |&1:25|